(2E)-3,7-dimethyloctan-2,6-diene-1-thiol C\C(=C/CS)\CCC=C(C)C